N'-(2-chloro-4-(N-(3-chloro-4-fluorobenzyl)-S-methylsulfonimidoyl)-5-methylphenyl)-N-ethyl-N-methylformimidamide ClC1=C(C=C(C(=C1)S(=O)(=NCC1=CC(=C(C=C1)F)Cl)C)C)N=CN(C)CC